C(C)OC(C[C@@H](C1=C(C(=CC=C1)I)F)N([C@H](C)C1=CC=CC=C1)CC1=CC=CC=C1)=O (S)-3-(benzyl-((R)-1-phenylethyl)amino)-3-(2-fluoro-3-iodophenyl)propanoic acid ethyl ester